2-ethoxy-4-[rac-(3S)-3-methyl-2,3,4,5-tetrahydropyridin-6-yl]pyridine C(C)OC1=NC=CC(=C1)C=1CC[C@@H](CN1)C |r|